N-cyclopropyl-8-methoxy-7-[3-(pyrrolidin-1-yl)propoxy]-1H,2H,3H-cyclopenta[c]quinolin-4-amine trifluoroacetate FC(C(=O)O)(F)F.C1(CC1)NC1=NC=2C=C(C(=CC2C2=C1CCC2)OC)OCCCN2CCCC2